N-methylpyridine CN1CC=CC=C1